(Z)-N'-(6,7-dihydroquinolin-8(5H)-ylidene)-4-(pyridin-2-yl)-1,4-diazepan-1-thiohydrazide N1=CC=CC=2CCC/C(/C12)=N/NC(=S)N1CCN(CCC1)C1=NC=CC=C1